The molecule is an organic sulfide that consists of two 4-hydroxybenzyl groups covalently bound to a central sulfur atom. It is isolated from Gastrodia elata and Pleuropterus ciliinervis and exhibits neoroprotective activity. It has a role as a metabolite, an EC 3.5.1.98 (histone deacetylase) inhibitor and a neuroprotective agent. It is an organic sulfide and a polyphenol. C1=CC(=CC=C1CSCC2=CC=C(C=C2)O)O